6-Methoxy-2-(4-(methylamino)cyclohexyl)-N-(pyrazolo[1,5-a]pyrimidin-3-yl)-2H-indazole-5-carboxamide COC=1C(=CC2=CN(N=C2C1)C1CCC(CC1)NC)C(=O)NC=1C=NN2C1N=CC=C2